C(C1=CC=C(C=C1)CO)([2H])([2H])[2H] (4-(methyl-d3)phenyl)methanol